O(C1=CC=CC=C1)C1=CC=C(C=C1)N1C(NC2=C1C=NC=C2)=O 3-(4-phenoxyphenyl)imidazo[4,5-c]Pyridin-2-one